CC=1N(C(N=CC1)N)C1=C(C=CC=C1)OCCN1C(=NC=C1)[N+](=O)[O-] 4-methyl-3-(2-(2-(2-nitro-1H-imidazol-1-yl)ethoxy)phenyl)pyrimidin-2-amine